OC=1C=C(C(=O)C2=CC=C(OCC(=O)NC=3C=NC=CC3)C=C2)C=CC1 2-(4-(3-hydroxybenzoyl)phenoxy)-N-(pyridin-3-yl)acetamide